[N]=S nitrogen-sulfide